N6-[(2R)-2-amino-2-(3-bromophenyl)ethyl]-N4-isopropyl-1-methyl-pyrazolo[3,4-d]pyrimidine-4,6-diamine N[C@@H](CNC1=NC(=C2C(=N1)N(N=C2)C)NC(C)C)C2=CC(=CC=C2)Br